4-amino-N-(1-(5-ethynylpyridin-2-yl)methyl)-7-fluoro-N,1-dimethyl-1H-pyrazolo[4,3-c]quinoline-8-carboxamide NC1=NC=2C=C(C(=CC2C2=C1C=NN2C)C(=O)N(C)CC2=NC=C(C=C2)C#C)F